4,4'-(1-methylethylidene)bis(2-allylphenol) CC(C)(C1=CC(=C(C=C1)O)CC=C)C1=CC(=C(C=C1)O)CC=C